FC(C=1C=NC(=NC1)C1=NC=NC(=C1)CN1C(C2=CC=CC=C2C1=O)=O)(F)F 2-((5-(trifluoromethyl)-2,4'-bipyrimidin-6'-yl)methyl)isoindoline-1,3-dione